N-(3-chloro-2-fluorophenylmethyl)-2-(((cis)-3-hydroxycyclobutyl)amino)acetamide benzyl-L-isoleucinate C(C1=CC=CC=C1)N[C@@H]([C@@H](C)CC)C(=O)O.ClC=1C(=C(C=CC1)CNC(CN[C@@H]1C[C@@H](C1)O)=O)F